C(C)[C@@H]1CN2CCC3=C([C@@H]2C[C@@H]1/C(/C(=O)OC([2H])([2H])[2H])=C\OC([2H])([2H])[2H])NC1=CC=CC(=C13)OC([2H])([2H])[2H] Methyl-d3 (E)-2-((2S,3S,12bS)-3-ethyl-8-(methoxy-d3)-1,2,3,4,6,7,12,12b-octahydroindolo[2,3-a]quinolizin-2-yl)-3-(methoxy-d3)acrylate